N1(CCC1)CC1=C(CNC2=C(C(=C(C=C2)S(=O)(=O)NC=2N=CSC2)F)F)C(=CC=C1F)F 4-((2-(azetidin-1-ylmethyl)-3,6-difluorobenzyl)amino)-2,3-difluoro-N-(thiazol-4-yl)benzenesulfonamide